2-(2-((2-(5-(4-fluorophenyl)-1H-benzo[d]imidazol-2-yl)ethyl)amino)ethyl)-N-((3-fluoropyridin-2-yl)methyl)oxazole-4-carboxamide FC1=CC=C(C=C1)C1=CC2=C(NC(=N2)CCNCCC=2OC=C(N2)C(=O)NCC2=NC=CC=C2F)C=C1